CC=1N(C=CC1C(=O)OC(C)C1=C(C=C(C=C1)F)Cl)CC=1C=NC(=CC1)N1CC2C(C2C1)(F)F 1-(2-chloro-4-fluorophenyl)ethan-1-ol Methyl-1-[(6-{6,6-difluoro-3-azabicyclo[3.1.0]hexan-3-yl}pyridin-3-yl)methyl]-1H-pyrrole-3-carboxylate